ClC=1C=C2C=C(NC2=CC1)CNC(N(C)C1CN(CCC1)C(=O)C1C(CC1)F)=O 3-[(5-chloro-1H-indol-2-yl)methyl]-1-[1-(2-fluorocyclobutanecarbonyl)piperidin-3-yl]-1-methylurea